O=C1NC(CC[C@H]1N1C(C2=CC=CC(=C2C1)O[C@H](C(=O)O)C)=O)=O (S)-2-((2-((R)-2,6-dioxopiperidin-3-yl)-1-oxoisoindolin-4-yl)oxy)propanoic acid